[Cl-].[Cl-].C1(C=CC2=CC=CC=C12)[Ti+2] indenyl-titanium dichloride